ClC1=C(C=CC=C1)CC(=O)NC1=CC(=C(C=C1)C1=CC(=NN1C)C)S(N)(=O)=O 2-(2-chlorophenyl)-N-[4-(1,3-dimethyl-1H-pyrazol-5-yl)-3-sulfamoylphenyl]acetamide